7-amino-5-((3'-fluoro-2-oxo-2H-[1,2'-bipyridin]-3-yl)amino)-N-((1R,2S)-2-fluorocyclopropyl)pyrazolo[1,5-a]pyrimidine-3-carboxamide NC1=CC(=NC=2N1N=CC2C(=O)N[C@H]2[C@H](C2)F)NC=2C(N(C=CC2)C2=NC=CC=C2F)=O